5-[4-fluoro-2-methoxy-5-(methylsulfonylmethyl)phenyl]-1-methylpyridin-2-one FC1=CC(=C(C=C1CS(=O)(=O)C)C=1C=CC(N(C1)C)=O)OC